N3-Methyl-N5-(2-(4-methylmorpholin-2-yl)ethyl)-1-((S)-1-phenylethyl)-1H-pyrazole-3,5-dicarboxamide CNC(=O)C1=NN(C(=C1)C(=O)NCCC1CN(CCO1)C)[C@@H](C)C1=CC=CC=C1